COC(CCS(=O)O[Na])=O (3-methoxy-3-oxo-propyl)sulfinyloxysodium